2,5-bis(2-hydroxyoctadecylthio)-1,3,4-thiadiazole OC(CSC=1SC(=NN1)SCC(CCCCCCCCCCCCCCCC)O)CCCCCCCCCCCCCCCC